4-fluoro-N-((5-(5-(tetrahydrofuran-3-yl)pyridin-2-yl)-1,3,4-thiadiazol-2-yl)methyl)aniline FC1=CC=C(NCC=2SC(=NN2)C2=NC=C(C=C2)C2COCC2)C=C1